C(C)NC(=O)N1CCCCC1 N-ethylpiperidine-1-carboxamide